N1C=C(C=2C1=NC=CC2)C(=O)O 1H-pyrrolo[2,3-b]pyridine-3-carboxylic acid